FC(COC=1C(=CC2=C(N=C(N=C2N[C@H](C)C2=C(C(=CC=C2)C(F)F)F)C)N1)N1CCC(CC1)(O)C)F (R)-1-(7-(2,2-difluoroethoxy)-4-((1-(3-(difluoromethyl)-2-fluorophenyl)ethyl)amino)-2-Methylpyrido[2,3-d]pyrimidin-6-yl)-4-methylpiperidin-4-ol